C1(=CC=CC=C1)P(C1=CC=CC=C1)C=1C(=C(C2=CC=CC=C2C1)C1=CC=CC2=CC=CC=C12)P(C1=CC=CC=C1)C1=CC=CC=C1 bis-diphenylphosphanyl-[1,1']binaphthyl